dimethylsilylenebis(cyclopentadienyl)zirconium dihydride [H-].[H-].C[Si](=[Zr+2](C1C=CC=C1)C1C=CC=C1)C